CC1=CC(=NC=C1)NC=1SC=C(N1)C1=NC=C(C=C1)C N-(4-methylpyridin-2-yl)-4-(5-methylpyridin-2-yl)thiazol-2-amine